FC1CNCCC1NCP(OC(C)C)(OC(C)C)=O diisopropyl (((3-fluoropiperidin-4-yl)amino)methyl)phosphonate